C1(CCC1)N1CCC(CC1)OC1=C(C#N)C=C(C=C1C)C1=NNC2=CC=C(C=C12)O[C@H](C)C1=C(N=NC=C1C)C (R)-2-((1-cyclobutylpiperidin-4-yl)oxy)-5-(5-(1-(3,5-dimethylpyridazin-4-yl)ethoxy)-1H-indazol-3-yl)-3-methylbenzonitrile